5-[2-(2,6-dichlorophenyl)-3-methyl-5-phenyl-3H-imidazol-4-yl]-3-isobutyl-3H-imidazo[4,5-b]pyridin-2-ylamine ClC1=C(C(=CC=C1)Cl)C1=NC(=C(N1C)C1=CC=C2C(=N1)N(C(=N2)N)CC(C)C)C2=CC=CC=C2